(methyl)siloxysilane C[SiH2]O[SiH3]